1-(7-bromo-2-chloro-8-fluoro-6-nitroquinazolin-4-yl)-3-methylpiperidin-3-ol BrC1=C(C=C2C(=NC(=NC2=C1F)Cl)N1CC(CCC1)(O)C)[N+](=O)[O-]